FC1=C(C=C(C=C1)OC=1C(=C2C=CNC2=CC1F)SC)C(C)=O 1-(2-fluoro-5-((6-fluoro-4-(methylsulfanyl)-1H-indol-5-yl)oxy)phenyl)ethan-1-one